C(C)(C)(C)OC(CCOCC#C)=O.CC1=C(C=NC=C1)CC 4-methyl-3-ethyl-pyridine tert-butyl-3-(prop-2-yn-1-yloxy)propanoate